6-acetyl-2,3,4,5-tetrahydropyridine C(C)(=O)C=1CCCCN1